2-[[5-(4-chloro-2-fluoro-phenyl)-3-methyl-triazol-4-yl]methyl]-5-(3-ethoxyazetidin-1-yl)pyridazin-3-one ClC1=CC(=C(C=C1)C1=C(N(N=N1)C)CN1N=CC(=CC1=O)N1CC(C1)OCC)F